FC=1C=C(C=C(C1)C(F)(F)F)C1=C2C=CN(C2=C(C=C1)C(=O)N[C@H](C)C1=CC=C(C(=O)O)C=C1)CC1=CC=C(C=C1)C(F)(F)F (R)-4-(1-(4-(3-fluoro-5-(trifluoromethyl)phenyl)-1-(4-(trifluoromethyl)benzyl)-1H-indole-7-carboxamido)ethyl)benzoic acid